methyl (2E)-2-methoxyimino-2-[2-[[(E)-1-[4-[(E)-N-methoxy-C-methyl-carbonimidoyl]-2-pyridyl]ethylideneamino]oxymethyl]-3-methyl-phenyl]acetate CO\N=C(\C(=O)OC)/C1=C(C(=CC=C1)C)CO/N=C(\C)/C1=NC=CC(=C1)/C(=N/OC)/C